OC(C1N(CCC1)C)(C1=CC=CC=C1)C1=CC=CC=C1 2-[hydroxy(diphenyl)methyl]-1-methylpyrrolidin